C1(=CC=CC=C1)C1(C(NC(N1)=O)=O)C1=CC=CC=C1 5,5-diphenylhydantoin